FC(OC=1C=C(C=C(C1C(=O)N1CC(C1)(C(F)(F)F)O)OC)C=1N(N=C2C=C(C=C(C12)C(F)F)C=1C=NN(C1)CCC(=O)N(C)C)C)F 3-[4-[3-[3-(difluoromethoxy)-4-[3-hydroxy-3-(trifluoromethyl)azetidine-1-carbonyl]-5-methoxyphenyl]-4-(difluoromethyl)-2-methylindazol-6-yl]pyrazol-1-yl]-N,N-dimethylpropanamide